2-amino-3,5-dihydro-4H-imidazole-4-one hydrochloride Cl.NC1=NCC(N1)=O